(S)-1-((3S,4S)-4-(3-((1-(5-chloro-3-methylpyridin-2-yl)azetidin-3-yl)oxy)-4-methoxyphenyl)-3-((R)-1-hydroxyethyl)-3-methylpyrrolidin-1-yl)-2,3-dihydroxypropan-1-one ClC=1C=C(C(=NC1)N1CC(C1)OC=1C=C(C=CC1OC)[C@H]1[C@](CN(C1)C([C@H](CO)O)=O)(C)[C@@H](C)O)C